methyl ((dodecyloxy)carbonyl)-D-asparaginyl-L-alaninate C(CCCCCCCCCCC)OC(=O)N[C@H](CC(N)=O)C(=O)N[C@@H](C)C(=O)OC